C(CCCCCCCCC(=O)OCC)(=O)OCC DIETHYL DECANEDIOATE